Cl.N[C@@H]1CN(CCC1)C1=C(C=NC(=C1)NC1=NC(=NC=C1)C1=C(C=CC=C1OC)F)C=1C=C(C=CC1)C(C)=O (S)-1-(3-(4-(3-aminopiperidin-1-yl)-6-((2-(2-fluoro-6-methoxyphenyl)pyrimidin-4-yl)amino)pyridin-3-yl)phenyl)ethan-1-one hydrochloride